(S)-N-(6-methoxypyrazolo[1,5-a]pyridin-5-yl)-4-(3-methylpiperazin-1-yl)-2,3-dihydro-1H-pyrrolo[2,3-b]pyridine-1-carboxamide hydrochloride Cl.COC=1C(=CC=2N(C1)N=CC2)NC(=O)N2CCC=1C2=NC=CC1N1C[C@@H](NCC1)C